C12CC(C1)(C2)N2N=CC(=C2)S(=O)(=O)NC=2C=CC(=C1C(=CNC21)C#N)C 1-(3-Bicyclo[1.1.1]pentanyl)-N-(3-cyano-4-methyl-1H-indol-7-yl)pyrazol-4-sulfonamid